N1=CC=CC2=CC=C3C(=C12)C=C1C=CC=CC1=N3 quinoQuinoline